4-[5-(aminomethyl)pyrimidin-2-yl]-3-[5-methyl-1-(2,2,2-trifluoroethyl)pyrazol-4-yl]oxybenzonitrile NCC=1C=NC(=NC1)C1=C(C=C(C#N)C=C1)OC=1C=NN(C1C)CC(F)(F)F